(R)-6-(4-(2-hydroxyphenyl)piperidin-1-yl)-2-azaspiro[3.4]octane-2-carboxylic acid tert-butyl ester C(C)(C)(C)OC(=O)N1CC2(C1)C[C@@H](CC2)N2CCC(CC2)C2=C(C=CC=C2)O